4-((3-(4-(((1S,4S)-4-(3-oxa-9-azaspiro[5.5]undecan-9-yl)cyclohexyl)amino)-1-(2,2,2-trifluoroethyl)-1H-indol-2-yl)prop-2-yn-1-yl)amino)-3-methoxy-N-methylbenzamide C1COCCC12CCN(CC2)C2CCC(CC2)NC2=C1C=C(N(C1=CC=C2)CC(F)(F)F)C#CCNC2=C(C=C(C(=O)NC)C=C2)OC